heptylenedicarboxylic acid C(CCCCCCC(=O)O)C(=O)O